1-(6-(3,6-diazabicyclo[3.1.1]heptan-3-yl)-1-methyl-1H-indazol-3-yl)dihydropyrimidine-2,4(1H,3H)-dione C12CN(CC(N1)C2)C2=CC=C1C(=NN(C1=C2)C)N2C(NC(CC2)=O)=O